FC=1C=C(C=C(C1)C(F)(F)F)C1=CC(=C(C=C1)NCCS(=O)(=O)NC)C1=NN(C=C1)C 2-((3'-fluoro-3-(1-methyl-1H-pyrazol-3-yl)-5'-(trifluoromethyl)-[1,1'-biphenyl]-4-yl)amino)-N-methylethane-1-sulfonamide